citronellyl-oxyacetaldehyde C(CC(C)CCC=C(C)C)OCC=O